Methyl (E)-2-((tert-butyloxycarbonyl) amino)-5-phenyl-pent-4-enoate C(C)(C)(C)OC(=O)NC(C(=O)OC)C\C=C\C1=CC=CC=C1